1,7-dimethyl-1H-benzo[d]imidazol-5-amine hydrochloride Cl.CN1C=NC2=C1C(=CC(=C2)N)C